O[C@H]1[C@H]2[C@@H]3CC[C@H]([C@@H](CCCC(C)C)C)[C@]3([C@H](C[C@@H]2[C@]2(CC[C@@H](CC2=C1)O)C)O)C 7α,12α-dihydroxycholesterol